(5S)-5-{4-chloro-3-[({1-[4-(2-cyclopropoxyphenyl)pyridin-3-yl]cyclopropyl}amino)methyl]phenyl}-hexanoic acid ClC1=C(C=C(C=C1)[C@H](CCCC(=O)O)C)CNC1(CC1)C=1C=NC=CC1C1=C(C=CC=C1)OC1CC1